Cl.Cl.C(C)OC(=O)C1(CN(CC1)CC=1C=CC(=NC1)C(=O)O)C 5-{[3-(Ethoxycarbonyl)-3-methylpyrrolidin-1-yl]methyl}pyridine-2-carboxylic acid dihydrochloride